FC=1C=CC=C2C(=C(NC12)C(=O)O)C1=CC=C(C=C1)F 7-fluoro-3-(4-fluorophenyl)-1H-indole-2-carboxylic acid